(R)-4-(4-(5-(3-((2,5,7-trimethyl-[1,2,4]triazolo[1,5-a]pyrimidin-6-yl)oxy)pyrrolidin-1-yl)pyrazin-2-yl)benzyl)morpholine CC1=NN2C(N=C(C(=C2C)O[C@H]2CN(CC2)C=2N=CC(=NC2)C2=CC=C(CN3CCOCC3)C=C2)C)=N1